(R)-1-(5-fluoro-2-methoxyphenyl)but-3-en-1-amine hydrochloride Cl.FC=1C=CC(=C(C1)[C@@H](CC=C)N)OC